1-(cyclopropylmethyl)-7-(dimethylamino)indole-2-carbaldehyde C1(CC1)CN1C(=CC2=CC=CC(=C12)N(C)C)C=O